ClC1=CC(=C(N=N1)CC(C)O)OC (6-chloro-4-methoxypyridazin-3-yl)propan-2-ol